C(CCCCCCCCCCCCCCCCC)(=O)OC(C(C)OC(CCCCCCCCCCCCCCCCC)=O)N 1,2-distearoyloxypropylamine